[O-2].[V+4].[O-2] vanadium (IV) oxide